(5S)-5-(3,8-diazabicyclo[3.2.1]octane-8-carbonyl)-1-(6-methyl-4-(trifluoromethyl)pyridin-2-yl)pyrrol-2-one C12CNC[C@H](CC1)N2C(=O)C2=CCC(N2C2=NC(=CC(=C2)C(F)(F)F)C)=O